N-(5-(3,4-Difluorophenoxy)-2-methoxyphenyl)-1-methyl-6-oxopiperidine-2-carboxamide FC=1C=C(OC=2C=CC(=C(C2)NC(=O)C2N(C(CCC2)=O)C)OC)C=CC1F